BrC1=CC=C(C(=C1Cl)NC(C)C)N 5-bromo-6-chloro-N-isopropylbenzene-1,2-diamine